ClC1=CC(=C(C=N1)C1=NC=C(C=C1F)CN1CCC(CC1)(O)C)NCC[C@@H](C)O (R)-1-((6'-chloro-3-fluoro-4'-((3-hydroxybutyl)amino)-[2,3'-bipyridin]-5-yl)methyl)-4-methylpiperidin-4-ol